tert-butyl 2-[(3R)-4-[1-(2,6-dioxo-3-piperidyl)-3-methyl-2-oxo-benzimidazol-5-yl]-3-methyl-piperazin-1-yl]acetate O=C1NC(CCC1N1C(N(C2=C1C=CC(=C2)N2[C@@H](CN(CC2)CC(=O)OC(C)(C)C)C)C)=O)=O